3-chloro-5-(2-phenylpyridin-3-yl)biphenyl ClC=1C=C(C=C(C1)C=1C(=NC=CC1)C1=CC=CC=C1)C1=CC=CC=C1